C(#N)C=1N=CC(=NC1)O[C@@H]1C[C@@H](N(CC1)CC1=C(N=C(S1)NC(C)=O)F)C N-[5-[[(2S,4S)-4-(5-cyanopyrazin-2-yl)oxy-2-methyl-1-piperidinyl]methyl]-4-fluoro-thiazol-2-yl]acetamide